ethyl 6-(imidazo[1,2-a]pyridin-3-ylmethyl)-4,5,6,7-tetrahydrothieno[2,3-c]pyridine-3-carboxylate N=1C=C(N2C1C=CC=C2)CN2CC1=C(CC2)C(=CS1)C(=O)OCC